NCCNCCC[Si](O)(O)O N-(2-aminoethyl)-3-aminopropylsilantriol